8-(4-(difluoromethyl)-phenyl)-N-methyl-6,9-dioxo-5-(4-(trifluoromethyl)-benzyl)-2,5,8-triazaspiro-[3.5]nonane-2-carboxamide FC(C1=CC=C(C=C1)N1CC(N(C2(CN(C2)C(=O)NC)C1=O)CC1=CC=C(C=C1)C(F)(F)F)=O)F